O1CCCCCC(CCCCCCCC1)=O oxacyclopentadecan-7-one